ClC=1C(=NC(=NC1)NC1=C(C=C(C(=C1)CC)N1CCC(CC1)N1CCOCC1)OC)NC1=C(C=C(C(=C1)C)C)P(C)(C)=O (2-((5-Chloro-2-((5-ethyl-2-methoxy-4-(4-morpholinopiperidin-1-yl)phenyl)amino)pyrimidine-4-yl)amino)-4,5-dimethylphenyl)dimethylphosphine oxide